3-bromo-2-iodoaniline BrC=1C(=C(N)C=CC1)I